distearyl disulphide C(CCCCCCCCCCCCCCCCC)SSCCCCCCCCCCCCCCCCCC